8-((5-amino-3-bromo-7-(butylamino)-1H-pyrazolo[4,3-d]pyrimidin-1-yl)methyl)quinoline-5-carboxylic acid methyl ester COC(=O)C=1C=2C=CC=NC2C(=CC1)CN1N=C(C=2N=C(N=C(C21)NCCCC)N)Br